2-(((1r,3R,5S,7r)-3,5-dimethyladamantan-1-yl)amino)-3,4-dioxetan C[C@]12CC3(CC(C[C@@](C1)(C3)C)C2)NC2COO2